methyl Acryloyloxyethylphosphonate C(C=C)(=O)OCCP(OC)([O-])=O